FC1(CNC(C2=CC=CC=C12)=O)F 4,4-difluoro-3,4-dihydroisoquinolin-1(2H)-one